3-(7-methyl-1-oxo-4-phenylisoindolin-2-yl)piperidine-2,6-dione CC=1C=CC(=C2CN(C(C12)=O)C1C(NC(CC1)=O)=O)C1=CC=CC=C1